CC=1C=CC2=C(N(C(C(N2C)=O)=O)C2CCNCC2)N1 Methyl-1-methyl-2,3-dioxo-4-(piperidin-4-yl)-1,2,3,4-tetrahydropyrido[2,3-b]pyrazine